CC1CC(CC(C1)C1=C2N=CC=NC2=C(C=C1)C(F)(F)F)N 3-methyl-5-(8-(trifluoromethyl)quinoxalin-5-yl)cyclohexylamine